C(C)(C)(C)OC(=O)N1C[C@H]([C@@H](C1)C)C(=O)O trans-4-methyl-pyrrolidine-1,3-dicarboxylic acid 1-tert-butyl ester